4-amino-N-(2-oxabicyclo[2.1.1]hexan-4-yl)-7-fluoro-N-((5-(trifluoromethyl)pyridin-2-yl)methyl)imidazo[1,5-a]quinoxaline-8-carboxamide NC=1C=2N(C3=CC(=C(C=C3N1)F)C(=O)N(CC1=NC=C(C=C1)C(F)(F)F)C13COC(C1)C3)C=NC2